BrC1=CC=C(C=C1)\C(=C(/C1=CC=CC=C1)\C1=CC=C(C=C1)Br)\C1=CC=CC=C1 (E)-1,2-bis(4-bromophenyl)-1,2-DIPHENYLETHENE